8,8'-dithio-bis-octanoic acid C(CCCCCCCSSCCCCCCCC(=O)O)(=O)O